N-cyclopentylisoquinolin-1-amine C1(CCCC1)NC1=NC=CC2=CC=CC=C12